(R)-1-methyl-1-phenylethylamine CC(C)(C1=CC=CC=C1)N